O(O)C1(C2CC3CC(CC1C3)C2)C2OC2 2-hydroperoxy-2-(2-oxiranyl)-adamantane